ClC1=NC=C(C=N1)C(C)N1C(C=2N([C@@H](C1)C)N=C1C2CN([C@@H](C1)C)C(C1=CC(=C(C=C1)Cl)Cl)=O)=O (3R,7R)-9-(1-(2-Chloropyrimidin-5-yl)ethyl)-2-(3,4-dichlorobenzoyl)-3,7-dimethyl-1,2,3,4,8,9-hexahydropyrido[4',3':3,4]pyrazolo[1,5-a]pyrazin-10(7H)-one